C1C=C[C@H](N1)C(=O)O.Cl 3,4-DEHYDRO-L-PROLINE HYDROCHLORIDE